1-(5-(7,8-dimethyl-[1,2,4]triazolo[1,5-a]pyridin-6-yl)-6-isopropyl-4H-pyrrolo[3,2-d]thiazol-2-yl)-N-isopropylpiperidin-4-amine CC1=C(C=2N(C=C1C1=C(C=3N=C(SC3N1)N1CCC(CC1)NC(C)C)C(C)C)N=CN2)C